tert-Butyl 6-(hydroxymethyl)-2-oxo-3-(3-oxo-4H-pyrido[3,2-b][1,4]oxazin-6-yl)-1-oxa-3,8-diazaspiro[4.5]decane-8-carboxylate OCC1C2(CN(C(O2)=O)C=2C=CC=3OCC(NC3N2)=O)CCN(C1)C(=O)OC(C)(C)C